(6-(5-(7-ethyl-7H-imidazo[4,5-c]pyridazin-4-yl)-2-fluorophenyl)-5-methoxy-3-methyl-Benzofuran-2-yl)(pyrrolidine-1-yl)methanone C(C)N1C=NC2=C1N=NC=C2C=2C=CC(=C(C2)C2=CC1=C(C(=C(O1)C(=O)N1CCCC1)C)C=C2OC)F